C(C)(C)[Si](OCCOC)(C(C)C)C(C)C triisopropyl-(2-methoxyethoxy)silane